C(C)(C)(C)OC(=O)N1CCC(CC1)C=1C=NC(=CC1C)N 6-amino-4-methyl-3',4',5',6'-tetrahydro-2'H-[3,4']bipyridinyl-1'-carboxylic acid tert-butyl ester